C(C)C1(CC(C1)C(=O)OCC1=CC=CC=C1)O benzyl 3-ethyl-3-hydroxycyclobutane-1-carboxylate